1-propyldimethylammonio-1-propanesulfonate C(CC)C(CC)(S(=O)(=O)[O-])[NH+](C)C